Cl.C(C)(C)(C)NC(=O)C1CCN(CC1)C1C[C@H]2CC[C@@H](C1)N2C2=NC(=NO2)C(F)(F)F N-tert-butyl-1-{(1r,3r,5s)-8-[3-(trifluoromethyl)-1,2,4-oxadiazol-5-yl]-8-azabicyclo[3.2.1]oct-3-yl}piperidine-4-carboxamide hydrochloride